C(CCC)NC=1C2=C(N=C(N1)NC(=O)OC)C(=NN2CC2=C(C=C(C(=O)OC)C=C2)OC)C(=C)C methyl 4-((7-(butylamino)-5-((methoxycarbonyl)amino)-3-(prop-1-en-2-yl)-1H-pyrazolo[4,3-d]pyrimidin-1-yl)methyl)-3-methoxybenzoate